O[C@@H]1C[C@H](N(C1)C([C@H](C(C)(C)C)NC(COCCOCC#C)=O)=O)C(=O)NCC1=CC=C(C=C1)C1=C(N=CS1)C (2S,4R)-4-hydroxy-N-[[4-(4-methylthiazol-5-yl)phenyl]methyl]-1-[(2S)-3,3-dimethyl-2-[[2-(2-prop-2-ynoxyethoxy)acetyl]amino]butanoyl]pyrrolidine-2-carboxamide